nickel chloride, palladium salt [Pd].[Ni](Cl)Cl